3-Hydroxy-6-{[4-(4-methoxyphenyl)pyridin-2-yl]methyl}-2-oxo-1,2-dihydro-1,5-naphthyridine-4-carbonitrile OC=1C(NC2=CC=C(N=C2C1C#N)CC1=NC=CC(=C1)C1=CC=C(C=C1)OC)=O